N(=[N+]=[N-])CCOCCOCCOCCN(CCCNC1=NC(=NC2=CC=CC=C12)CN1CCN(CC1)C(C1=CC=C(C=C1)Cl)C1=CC=C(C=C1)Cl)C 4-(16-azido-5-methyl-8,11,14-trioxa-1,5-diazahexadecan-1-yl)-2-({4-[bis(4-chlorophenyl)methyl]piperazin-1-yl}methyl)quinazoline